1,1-bis(4-cyanophenyl)ethaneN C(#N)C1=CC=C(C=C1)C(=C)C1=CC=C(C=C1)C#N